4-piperazinophenyl boronate B(OC1=CC=C(C=C1)N1CCNCC1)[O-]